6-(4-(3-cyanophenoxy)piperidin-1-yl)-5-methylpyridazine-3-carbonitrile C(#N)C=1C=C(OC2CCN(CC2)C2=C(C=C(N=N2)C#N)C)C=CC1